2-(4-(((3S,4R)-3-Hydroxy-4-((5-(trifluoromethyl)pyridin-2-yl)amino)piperidin-1-yl)sulfonyl)phenyl)isonicotinamide O[C@H]1CN(CC[C@H]1NC1=NC=C(C=C1)C(F)(F)F)S(=O)(=O)C1=CC=C(C=C1)C=1C=C(C(=O)N)C=CN1